2,3-dihydro-benzofuran-5-carboxylic acid [2-(methyl-oxetan-3-yl-amino)-benzothiazol-5-yl]-amide CN(C=1SC2=C(N1)C=C(C=C2)NC(=O)C=2C=CC1=C(CCO1)C2)C2COC2